C(C)(C)(C)NC(NC=1C=C2C(=NN(C2=CC1)CC(=O)N(C1CC1)CC(=O)NCC1=C(C(=CC=C1)Cl)F)C(=O)N)=O 5-(3-tert-butylureido)-1-(2-((2-(3-chloro-2-fluorophenylmethylamino)-2-oxoethyl)(cyclopropyl)amino)-2-oxoethyl)-1H-indazole-3-carboxamide